(±)-1-(4-(4-((5-Chloro-7-cyclopropylpyrrolo[2,1-f][1,2,4]triazin-2-yl)amino)-3-methyl-1H-pyrazol-1-yl)piperidin-1-yl)-2,2-difluoropropan-1-one ClC=1C=C(N2N=C(N=CC21)NC=2C(=NN(C2)C2CCN(CC2)C(C(C)(F)F)=O)C)C2CC2